(R)-5-(8-Bromo-4-methyl-3,4-dihydropyrazino[1,2-b]indazol-2(1H)-yl)quinoline BrC=1C=CC2=C3N(N=C2C1)[C@@H](CN(C3)C3=C1C=CC=NC1=CC=C3)C